5-(4-((7-ethyl-6-oxo-5,6-dihydro-1,5-naphthyridin-3-yl)methyl)piperazin-1-yl)-N-(1-methylpiperidin-4-yl)pyridinecarboxamide C(C)C=1C(NC=2C=C(C=NC2C1)CN1CCN(CC1)C=1C=CC(=NC1)C(=O)NC1CCN(CC1)C)=O